FC(CCOC1=CC2=C(CNCCC2)C=C1)(F)F 7-(3,3,3-trifluoropropoxy)-1,3,4,5-tetrahydro-2H-benzo[c]azepine